NCCOCCOCCOCCNC(C1=C(C(=C(C(=O)NCCN(CCNC(C2=C(C(=CC=C2)O)O)=O)CCNC(C2=C(C(=CC=C2)O)O)=O)C=C1)O)O)=O N1-(2-(2-(2-(2-aminoethoxy)ethoxy)ethoxy)ethyl)-N4-(2-(bis(2-(2,3-dihydroxybenzamido)ethyl)amino)ethyl)-2,3-dihydroxyterephthalamide